[4-(5-chlorooxazolo[4,5-b]pyridin-2-yl)piperazin-1-yl]-[5-methyl-6-(3,3,3-trifluoropropoxy)-3-pyridyl]methanone ClC1=CC=C2C(=N1)N=C(O2)N2CCN(CC2)C(=O)C=2C=NC(=C(C2)C)OCCC(F)(F)F